2,3-Difluoro-5-(5-(4-(phenyl-sulfonyl)piperazin-1-yl)-1H-indazol-1-yl)phenol FC1=C(C=C(C=C1F)N1N=CC2=CC(=CC=C12)N1CCN(CC1)S(=O)(=O)C1=CC=CC=C1)O